[N+](=O)([O-])C=1NC=CN1 NITROIMIDAZOL